5-[5-(2,5-Dimethyl-pyrrol-1-yl)-2-isopropyl-4-methoxy-phenoxy]-pyrimidine-2,4-diamine CC=1N(C(=CC1)C)C=1C(=CC(=C(OC=2C(=NC(=NC2)N)N)C1)C(C)C)OC